FC1=C(OC2=C3C(=NC=C2)N(C=C3C=3C=C(C#N)C=C(C3)F)COCC[Si](C)(C)C)C(=CC(=C1)[N+](=O)[O-])F 3-[4-(2,6-difluoro-4-nitrophenoxy)-1-{[2-(trimethylsilyl)ethoxy]methyl}-1H-pyrrolo[2,3-b]pyridin-3-yl]-5-fluorobenzonitrile